CCC(C)OOC(CCCCCC(C)(C)C)=O.FC(C(=O)NC=1C=C2C(=NC=NC2=CC1F)NC1=CC(=NC=C1)C1=C(C=CC=C1)F)=C 2-fluoro-N-(7-fluoro-4-((2-(2-fluorophenyl)pyridin-4-yl)amino)quinazolin-6-yl)acrylamide 3-butylperoxyneodecanate